FC1(CN(C1)C=1C=C(C(=NC1)C=1C=C(SC1CO)C(=O)OC)OCC1=CC(=CC(=C1)C(F)(F)F)F)F methyl 4-[5-(3,3-difluoroazetidin-1-yl)-3-{[3-fluoro-5-(trifluoromethyl) phenyl] methoxy}pyridin-2-yl]-5-(hydroxymethyl)thiophene-2-carboxylate